(E)-4-(5-(3-(dimethylamino)acryloyl)-2-(p-tolyl)-1H-pyrrol-3-yl)benzonitrile CN(/C=C/C(=O)C1=CC(=C(N1)C1=CC=C(C=C1)C)C1=CC=C(C#N)C=C1)C